CSC=1C=C2CN(C(C2=CC1)=O)C1C(NC(CC1)=O)=O 3-(5-(methylthio)-1-oxoisoindolin-2-yl)piperidine-2,6-dione